difluoro-3-methylpiperidin FC1N(CCCC1C)F